FC=1C=CC(=NC1)C(=O)NC1=CC=CC(=N1)C(=O)C1CC2(CN(C2)C(=O)OC(C)(C)C)C1 tert-butyl 6-(6-((5-fluoropyridine-2-carbonyl) amino) pyridine-2-carbonyl)-2-azaspiro[3.3]heptane-2-carboxylate